1,3,5-trifluorophenyl-zirconium dichloride [Cl-].[Cl-].FC1(CC(=CC(=C1)F)F)[Zr+2]